FC1=C(CCN2[C@@H]([C@H]([C@@H]([C@H](C2)O)O)O)C)C(=CC(=C1)N1CCCCC1)F (2R,3R,4R,5S)-1-(2,6-difluoro-4-(piperidin-1-yl)phenethyl)-2-methylpiperidine-3,4,5-triol